N-[1-[5-fluoro-2-[(1-tetrahydropyran-4-ylpyrazol-4-yl)amino]pyrimidin-4-yl]-3-methyl-indol-5-yl]prop-2-enamide FC=1C(=NC(=NC1)NC=1C=NN(C1)C1CCOCC1)N1C=C(C2=CC(=CC=C12)NC(C=C)=O)C